2-Bromo-7-chloro-4-methyl-4H-chromeno[3,4-d]thiazole BrC=1SC2=C(N1)C(OC=1C=C(C=CC12)Cl)C